2-(methylsulfanyl)-4-(1-(tetrahydro-2H-pyran-2-yl)-1H-pyrazol-5-yl)-5-(trifluoromethyl)pyrimidine CSC1=NC=C(C(=N1)C1=CC=NN1C1OCCCC1)C(F)(F)F